2-(2-(2,4-dichlorophenoxy)acetyl)-N-((S)-1-oxo-3-((S)-2-oxopiperidin-3-yl)propan-2-yl)octahydrocyclopenta[c]pyrrole-1-carboxamide ClC1=C(OCC(=O)N2C(C3C(C2)CCC3)C(=O)N[C@H](C=O)C[C@H]3C(NCCC3)=O)C=CC(=C1)Cl